(E)-3-(4-(2-chlorovinyl)benzyl)pyrrolidin-2-one Cl/C=C/C1=CC=C(CC2C(NCC2)=O)C=C1